FC(F)C1(CCC1)O (difluoromethyl)cyclobutan-1-ol